C[C@@H]1C=C(C(=O)[C@]2([C@H]1C[C@@H]3[C@]45[C@@H]2[C@H]([C@@H]([C@]([C@@H]4[C@H](C(=O)O3)OC(=O)/C=C(\\C)/C(C)C)(OC5)C(=O)OC)O)O)C)O The molecule is a quassinoid isolated from Brucea antidysenterica and has been shown to exhibit in vitro cytotoxicity towards several human tumour cell lines. It has a role as a metabolite and an antineoplastic agent. It is a delta-lactone, a cyclic ether, an enoate ester, an organic heteropentacyclic compound, a pentacyclic triterpenoid, a quassinoid, a triol, an enol and a methyl ester.